FC(N1C(NC(C=C1)=O)=O)F 1-(difluoromethyl)pyrimidine-2,4-dione